1-(2-(dimethylamino)ethyl)-1H-pyrazol-4-amine methyl-2-[(3R)-3-fluoropyrrolidin-1-yl]-5,7-dihydrofuro[3,4-b]pyridine-3-carboxylate COC(=O)C=1C=C2C(=NC1N1C[C@@H](CC1)F)COC2.CN(CCN2N=CC(=C2)N)C